[C@H]12CN(C[C@H](CC1)N2)C2=NC(=NC1=C(C(=CC=C21)C2=CC(=CC1=CC=CC=C21)O)F)OCC2C(CCC2)(F)F 4-(4-((1R,5S)-3,8-diazabicyclo[3.2.1]octan-3-yl)-2-((2,2-difluorocyclopentyl)methoxy)-8-fluoroquinazolin-7-yl)naphthalen-2-ol